(5S)-1'-[7-(4-fluoro-1H-indol-7-yl)-6-methyl-pyrazolo[1,5-a]pyrazin-4-yl]spiro[5,7-dihydrocyclopenta[b]pyridin-6,4'-piperidin]-5-amine FC1=C2C=CNC2=C(C=C1)C1=C(N=C(C=2N1N=CC2)N2CCC1(CC2)[C@@H](C=2C(=NC=CC2)C1)N)C